F[C@@H]1CN(C[C@H]1F)C1=C(C=NC2=C(C(=CC=C12)F)C1=C(C(=CC(=C1)F)F)F)C(=O)NN1CCOC2=C1C=CC=C2 4-[(3R,4R)-3,4-difluoropyrrolidin-1-yl]-N-(2,3-dihydro-1,4-benzoxazin-4-yl)-7-fluoro-8-(2,3,5-trifluorophenyl)quinoline-3-carboxamide